(2R,4R)-1-(3-chloro-2-fluorobenzyl)-4-((3-cyano-6-((5-methyl-1H-pyrazol-3-yl)amino)pyridin-2-yl)methyl)-2-methylpiperidine-4-carboxylic acid ClC=1C(=C(CN2[C@@H](C[C@@](CC2)(C(=O)O)CC2=NC(=CC=C2C#N)NC2=NNC(=C2)C)C)C=CC1)F